2-acetyl-6-methyl-2,3-dihydropyran C(C)(=O)C1OC(=CCC1)C